3-morpholino-5-cyano-quinoxaline O1CCN(CC1)C=1C=NC2=CC=CC(=C2N1)C#N